mercaptopyridine SC1=NC=CC=C1